C(CCCCCCC)C(CCCCCCCC)NC(CCCCCCCNCCCCCC(NCCCCCCCCCCC)=O)=O N-(1-octylnonyl)-8-[[6-oxo-6-(undecylamino)hexyl]amino]octanamide